C(C)OC(C1=CC(=C(C=C1)C)C1CNCC1)=O 4-methyl-3-(pyrrolidin-3-yl)benzoic acid ethyl ester